C(C)(C)(C)OC(=O)NC(C=CC(=O)OCC)(C)C ethyl 4-(tert-butoxycarbonylamino)-4-methylpent-2-enoate